8-methyl-nonanediol CC(CCCCCCC(O)O)C